3-((dimethylphenoxy)carbonylamino-methyl)-3,5,5-trimethylcyclohexyl-carbamic acid (dimethylphenoxy) ester CC=1C(=C(OOC(NC2CC(CC(C2)(C)C)(C)CNC(=O)OC2=C(C(=CC=C2)C)C)=O)C=CC1)C